(4-bromophenyl)-1-(3-bromopropyl)pyridin-1-ium BrC1=CC=C(C=C1)C1=[N+](C=CC=C1)CCCBr